NC(CN1C(=CC2=CC(=CC=C12)C(=O)O)CC1=C(C=C(C=C1)Cl)C(F)(F)F)=O 1-(2-amino-2-oxoethyl)-2-(4-chloro-2-(trifluoromethyl)benzyl)-1H-indole-5-carboxylic acid